bis(3,5-dimethylphenyl)phenylphosphine oxide CC=1C=C(C=C(C1)C)P(C1=CC=CC=C1)(C1=CC(=CC(=C1)C)C)=O